2-(4-tolyl)pyridine C1(=CC=C(C=C1)C1=NC=CC=C1)C